4-chloro-N-[[1-[6-(3-cyclopropyl-1,2,4-triazol-1-yl)-2-azaspiro[3.3]heptane-2-carbonyl]-4-piperidinyl]methyl]benzenesulfonamide ClC1=CC=C(C=C1)S(=O)(=O)NCC1CCN(CC1)C(=O)N1CC2(C1)CC(C2)N2N=C(N=C2)C2CC2